C(C1=CC=CC=C1)OC(NC1=CC(=NN1C(C)(C)C)C1CC(C1)O)=O (1-(tert-butyl)-3-(3-hydroxycyclobutyl)-1H-pyrazol-5-yl)carbamic acid benzyl ester